N-benzyl-N-(2,4-dimethoxybenzyl)-2-(2-methyl-4-nitro-1H-indol-1-yl)pyrrolo[2,1-f][1,2,4]triazin-4-amine C(C1=CC=CC=C1)N(C1=NC(=NN2C1=CC=C2)N2C(=CC1=C(C=CC=C21)[N+](=O)[O-])C)CC2=C(C=C(C=C2)OC)OC